N(C1=CC=CC=C1)C1=C(C(=NC=C1)OC)C#N anilino-2-methoxy-pyridine-3-carbonitrile